C(C1=CC=CC=C1)OC(=O)N1[C@H](C[C@H](C1)OCC)C(NC1=C(C=CC(=C1)C(CCC1CC1)(C1=CC=NC=C1)NS(=O)(=O)C(C)(C)C)F)=O (2R,4R)-2-(5-(3-cyclopropyl-1-((R)-1,1-dimethylethylsulphonamido)-1-(pyridin-4-yl)propyl)-2-fluorophenylcarbamoyl)-4-ethoxypyrrolidine-1-carboxylic acid benzyl ester